1-(3-(benzyl-(methyl)amino)propyl)-2,3-dimethyl-1,5,6,7,8,9-hexahydrocyclohepta[b]pyrrolo[3,2-e]pyridin-4-amine C(C1=CC=CC=C1)N(CCCN1C(=C(C=2C(=C3C(=NC21)CCCCC3)N)C)C)C